ClC1=NC(=CC(=N1)NC1CCN(CC1)C(C)=O)C(=O)N1C[C@H]([C@@H](CC1)N1CC2=CC=CC=C2CC1)O 1-(4-((2-chloro-6-((3r,4r)-4-(3,4-dihydroisoquinolin-2(1H)-yl)-3-hydroxypiperidin-1-carbonyl)pyrimidin-4-yl)amino)piperidin-1-yl)ethan-1-one